N-(2-(2-(dimethylamino)ethyl)-6-(1H-pyrazol-3-yl)-2H-indazol-5-yl)-2-(pyridin-4-yl)thiazole-4-carboxamide CN(CCN1N=C2C=C(C(=CC2=C1)NC(=O)C=1N=C(SC1)C1=CC=NC=C1)C1=NNC=C1)C